FCCN(C1=CC=C(N=N1)C1=C(C=C(C=C1)C=1C=NN(C1)C)O)C1CC(NC(C1)(C)C)(C)C 2-(6-((2-fluoroethyl)(2,2,6,6-tetramethylpiperidin-4-yl)amino)pyridazin-3-yl)-5-(1-methyl-1H-pyrazol-4-yl)phenol